CC=1C=CC=C2NCCN(C12)S(=O)(=O)C1=C(C=CC(=C1)N1C=NC(=C1)C)C 8-methyl-1-((2-methyl-5-(4-methyl-1H-imidazol-1-yl)phenyl)sulfonyl)-1,2,3,4-tetrahydroquinoxaline